(2R,3S)-butaneDiol 2,4-dibromophenoxyethyl-acrylate BrC1=C(OCCC(C(=O)OC(CCC)O)=C)C=CC(=C1)Br